C(C)S(=O)(=O)N1C[C@H](CC1)NC1=C2C(=NC=C1)NC(=N2)C2=C(N(C(=C2)C)C=2C=C(C=CC2)C(=O)N2CCOCC2)C (S)-(3-(3-(7-((1-(ethylsulfonyl)pyrrolidine-3-yl)amino)-3H-imidazo[4,5-b]pyridine-2-yl)-2,5-dimethyl-1H-pyrrol-1-yl)phenyl)(morpholino)methanone